COC(CCCCCCC\C=C/CCCC)=O myristoleic acid methyl ester